CNCCC(C=1SC=CC1)=O N-methyl-3-oxo-3-(2-thienyl)-1-propylamine